4-(4-Cyclopropylsulfonyl-3-methyl-phenyl)-3-(difluoromethoxy)-1H-pyrazolo[3,4-c]pyridine-5-carboxamide C1(CC1)S(=O)(=O)C1=C(C=C(C=C1)C1=C2C(=CN=C1C(=O)N)NN=C2OC(F)F)C